CC=1C(=C2C(=NC1)N(C=N2)C2=NC(OC1=C2C=CC=C1)(CCC)C)C 4-(6,7-dimethyl-3H-imidazo[4,5-b]pyridine-3-yl)-2-methyl-2-propyl-2H-benzo[e][1,3]oxazine